BrC(C(=O)C1=CC=CC=C1)Br 2,2-dibromoacetophenone